trans-2,2-dimethyl-N-(4-methylpyrrolidin-3-yl)-3-((3-(trifluoromethoxy)pyridin-2-yl)oxy)propanamide TFA salt OC(=O)C(F)(F)F.CC(C(=O)N[C@@H]1CNC[C@H]1C)(COC1=NC=CC=C1OC(F)(F)F)C